Aspidospermidine CCC12CCCN3C1C4(CC3)C(CC2)NC5=CC=CC=C45